N[C@H](C(=O)O)CCC1=CC(=C(C=C1)OC(F)F)F (2S)-2-amino-4-[4-(difluoro-methoxy)-3-fluoro-phenyl]-butanoic acid